NC1=C(SC2=NC(=CC=C21)C)C(=O)N[C@H]2COC1=C(C2)C(=C(C(=C1F)N1CCNCC1)F)F 3-amino-6-methyl-N-[(3R)-5,6,8-trifluoro-7-(piperazin-1-yl)-3,4-dihydro-2H-1-benzopyran-3-yl]thieno[2,3-b]pyridine-2-carboxamide